tert-butyl 3'-[(3-chloro-2-methoxyphenyl)amino]-2'-(3-fluoropyridin-4-yl)-4'-oxo-5',6'-dihydro-1'H-spiro[azetidine-3,7'-pyrrolo[3,2-c]pyridine]-1-carboxylate ClC=1C(=C(C=CC1)NC1=C(NC2=C1C(NCC21CN(C1)C(=O)OC(C)(C)C)=O)C1=C(C=NC=C1)F)OC